3-mercaptomethylpropyl-trimethoxysilane methyl-6-(6-azaspiro[2.5]octan-6-yl)pyrido[2,3-e]pyrrolo[1,2-a]pyrazine-3-carboxylate COC(=O)C=1C=CC2=C(N=C(C=3N2C=CC3)N3CCC2(CC2)CC3)N1.SCCCC[Si](OC)(OC)OC